4H-1,3-oxazine O1C=NCC=C1